C(#N)C1=CC(=C(COC2=CC=CC(=N2)C2=CC(=C(CC3=NC4=C(N3C3COCC3(C)C)C=C(C=C4)C(=O)OC)C=C2F)F)C=C1)F Methyl 2-(4-(6-((4-cyano-2-fluorobenzyl)oxy)pyridin-2-yl)-2,5-difluorobenzyl)-1-(4,4-dimethyltetrahydrofuran-3-yl)-1H-benzo[d]imidazole-6-carboxylate